C(C)OC1=C(C(O)=CC=C1)O ethoxycatechol